C1CCC2=C(C=3CCCC3C=C12)NC(=O)N=[S@](=O)(N)C=1SC(=CN1)C(C)(C)O (R)-N'-((1,2,3,5,6,7-hexahydro-s-indacen-4-yl)carbamoyl)-5-(2-hydroxy-propan-2-yl)thiazole-2-sulfonimidamide